O1C(CCC1)CS(=O)(=O)Cl tetrahydrofuran-2-ylmethanesulfonyl chloride